BrC1=C(C=C2C(=NC(=NC2=C1F)OC[C@H]1N(CCC1)C)NC1CN(C1)C(=O)OC(C)(C)C)Cl tert-butyl (S)-3-((7-bromo-6-chloro-8-fluoro-2-((1-methylpyrrolidin-2-yl)methoxy)quinazolin-4-yl)amino)azetidine-1-carboxylate